(S)-2-(4-(5-(8-chloronaphthalen-1-yl)-8-(3-(dimethylamino)azetidin-1-yl)-3,4-dihydro-2H-pyrano[2,3-f]quinazolin-10-yl)piperazin-2-yl)acetonitrile HCl salt Cl.ClC=1C=CC=C2C=CC=C(C12)C1=C2C(=C3C(=NC(=NC3=C1)N1CC(C1)N(C)C)N1C[C@@H](NCC1)CC#N)OCCC2